COC(C)C=1C=2N(N=CC1NC(=O)NC=1C=NC(=C(C1)C(F)(F)F)N1N=CC=N1)C=C(N2)C N-(8-(1-methoxyethyl)-2-methylimidazo[1,2-b]pyridazin-7-yl)-N'-(6-(2H-1,2,3-triazol-2-yl)-5-(trifluoromethyl)pyridin-3-yl)urea